C(#N)CC1N(CCN(C1)C=1C2=C(N=C(N1)S(=O)C)CN(CC2)C2=CC=CC1=CC=CC=C21)C(=O)OCC2=CC=CC=C2 benzyl 2-(cyanomethyl)-4-[2-methylsulfinyl-7-(1-naphthyl)-6,8-dihydro-5H-pyrido[3,4-d]pyrimidin-4-yl]piperazine-1-carboxylate